NC=1C(=NC(=CN1)C1=NC(=CC2=CC=CC=C12)N1CCOCC1)C(=O)NC1=NC=CC=C1N1CCC(CC1)N 3-amino-N-(3-(4-aminopiperidin-1-yl)pyridin-2-yl)-6-(3-morpholinoisoquinolin-1-yl)pyrazine-2-carboxamide